COC1=C(C=C2C(=C1O)C(=O)C=C(O2)C3=CC=CC=C3)O[C@H]4[C@@H]([C@H]([C@@H]([C@H](O4)C(=O)[O-])O)O)O The molecule is the monocarboxylic acid anion that is the conjugate base of oroxylin A 7-O-beta-D-glucuronide. It is a carbohydrate acid derivative anion and a monocarboxylic acid anion. It is a conjugate base of an oroxylin A 7-O-beta-D-glucuronide.